5-((3-(2,3-dichlorophenyl)-3,6-diazabicyclo[3.1.1]heptane-6-yl)methyl)-2-(2,4-dioxotetrahydropyrimidine-1(2H)-yl)isoindoline-1,3-dione ClC1=C(C=CC=C1Cl)N1CC2N(C(C1)C2)CC=2C=C1C(N(C(C1=CC2)=O)N2C(NC(CC2)=O)=O)=O